8-benzyl-2-(2,2-diphenylethyl)hexahydro-2H-pyrazino[1,2-a]pyrazine-6,9-dione C(C1=CC=CC=C1)N1C(C2N(CCN(C2)CC(C2=CC=CC=C2)C2=CC=CC=C2)C(C1)=O)=O